COC1=C(C=CC=C1)N1C(=NNC1=O)C(F)F 4-(2-methoxyphenyl)-3-difluoromethyl-1,2,4-triazol-5-one